CC1=C(C=CC=C1C)N1CCN(CC1)C(CN1N=C(C=2CCC[C@H](C12)O)C(=O)N1C[C@H]([C@H](CC1)O)F)=O |&1:23| Racemic-1-(4-(2,3-dimethylphenyl)piperazin-1-yl)-2-(3-((3R,4S)-3-fluoro-4-hydroxypiperidine-1-carbonyl)-7-hydroxy-4,5,6,7-tetrahydro-1H-indazol-1-yl)ethanone